The molecule is the leukotriene anion that is the monoanion of leukotriene D4 arising from deprotonation of the two carboxy groups and protonation of the cysteinyl alpha-amino group. It is a leukotriene anion and a peptide anion. It is a conjugate base of a leukotriene D4. CCCCC/C=C\\C/C=C\\C=C\\C=C\\[C@H]([C@H](CCCC(=O)[O-])O)SC[C@@H](C(=O)NCC(=O)[O-])[NH3+]